1-(4-methoxybenzyl)-3-(6-((2-phenylpyrrolidin-1-yl)methyl)spiro[3.3]hept-2-yl)urea COC1=CC=C(CNC(=O)NC2CC3(C2)CC(C3)CN3C(CCC3)C3=CC=CC=C3)C=C1